CC1OCC1N1C(=CC2=C1N=C(N=C2)SC)C(=O)O 7-(2-methyl-oxetan-3-yl)-2-(methylsulfanyl)-7H-pyrrolo[2,3-d]pyrimidine-6-carboxylic acid